C[C@H]1N(CCC2=C1C1=C(N=NC(=C1)C1=C(C=CC=C1)O)N2)C2=NC=C(N=C2)C2CCNCC2 (R)-2-(5-methyl-6-(5-(piperidin-4-yl)pyrazin-2-yl)-6,7,8,9-tetrahydro-5H-pyrido[3',4':4,5]pyrrolo[2,3-c]pyridazin-3-yl)phenol